C(C)OC(NCC1NCCCC1)=O ethyl[(piperidin-2-yl)methyl]carbamate